tert-butyl [2-({4-[(3-aminopyridin-2-yl)ethynyl]pyridin-3-yl}oxy)ethyl]methylcarbamate NC=1C(=NC=CC1)C#CC1=C(C=NC=C1)OCCN(C(OC(C)(C)C)=O)C